4-Bromo-2-[3-(difluoromethyl)-5-methyl-pyrazol-1-yl]benzonitrile BrC1=CC(=C(C#N)C=C1)N1N=C(C=C1C)C(F)F